N-Isobutoxymethylacrylamide C(C(C)C)OCNC(C=C)=O